CC([Si](OC[C@H](C(=O)OC)NCC1=CC=CC=C1)(C1=CC=CC=C1)C1=CC=CC=C1)(C)C methyl (2R)-3-(2,2-dimethyl-1,1-diphenyl-1-silapropoxy)-2-[benzylamino]propanoate